BrC#CC1(C=O)CC=CC=C1 1-(bromoethynyl)-benzaldehyde